1-(3,3,3-trifluoropropyl)piperazin FC(CCN1CCNCC1)(F)F